(1-fluorocyclopropyl)(piperazin-1-yl)methanone FC1(CC1)C(=O)N1CCNCC1